6H-thiazolo[5',4':4,5]pyrrolo[2,3-d]pyridazin S1C=NC=2C1=C1C(=CNN=C1)N2